3,6-dibromo-2,7-dimethoxy-9,9'-spirobifluorene BrC=1C(=CC=2C3(C4=CC(=C(C=C4C2C1)Br)OC)C1=CC=CC=C1C=1C=CC=CC13)OC